1-phenyl-1H-indene C1(=CC=CC=C1)C1C=CC2=CC=CC=C12